(1S)-(4,4-Difluorocyclohexyl)(7-((6S)-4-oxo-6-(trifluoromethyl)-5-azaspiro[2.4]heptan-1-yl)imidazo[1,2-b]pyridazin-2-yl)methanaminium trifluoroacetate FC(C(=O)[O-])(F)F.FC1(CCC(CC1)[C@H]([NH3+])C=1N=C2N(N=CC(=C2)C2CC23C(N[C@@H](C3)C(F)(F)F)=O)C1)F